iridium (2,2'-bipyridine) N1=C(C=CC=C1)C1=NC=CC=C1.[Ir]